ClC=1C(=NC(=NC1)SC)NC1=CC2=C(N(C(N2CCC(C)(C)O)=O)C)C=C1 5-((5-Chloro-2-(methylthio)pyrimidin-4-yl)amino)-3-(3-hydroxy-3-methylbutyl)-1-methyl-1,3-dihydro-2H-benzo[d]-imidazol-2-one